4-(((R)-1-(3-acetamido-5-(trifluoromethyl)phenyl)ethyl)amino)-2,8-dimethyl-8,9-dihydrofuro[2,3-h]quinazolin-6-yl trifluoromethanesulfonate FC(S(=O)(=O)OC=1C=C2C(=NC(=NC2=C2C1OC(C2)C)C)N[C@H](C)C2=CC(=CC(=C2)C(F)(F)F)NC(C)=O)(F)F